CC(C)(C)N.C(C)(C)(C)OC(=O)N[C@H]1C[C@H](C[C@H]1O)C(=O)O (1R,3S,4R)-3-[(tert-butoxycarbonyl)amino]-4-hydroxycyclopentane-1-carboxylic acid 2-methylpropan-2-amine Salt